3-amino-2-bromo-6-chloro-N-(2,2,2-trifluoroethyl)pyridine-4-carboxamide NC=1C(=NC(=CC1C(=O)NCC(F)(F)F)Cl)Br